methyl 2-chloro-6-((methylsulfonyl)methyl)nicotinate ClC1=C(C(=O)OC)C=CC(=N1)CS(=O)(=O)C